BrC1=CC(=C(C=C1)NC(C(=O)OC)C(C)O)[N+](=O)[O-] methyl 2-((4-bromo-2-nitrophenyl)amino)-3-hydroxybutanoate